N-((4-bromothiophen-2-yl)methyl)-5-hydroxy-2-methyl-2-(4-methylpent-3-en-1-yl)-7-pentyl-2H-chromen-6-carboxamide BrC=1C=C(SC1)CNC(=O)C=1C(=C2C=CC(OC2=CC1CCCCC)(CCC=C(C)C)C)O